9H-fluoren-9-ylmethyl (21-oxo-3,6,9,12,15,18-hexaoxahenicos-1-yl)carbamate O=CCCOCCOCCOCCOCCOCCOCCNC(OCC1C2=CC=CC=C2C=2C=CC=CC12)=O